(3-(2-adamantyl)-5-methyl-cyclopentadienyl)(fluorenyl)zirconium dichloride [Cl-].[Cl-].C12C(C3CC(CC(C1)C3)C2)C2=CC(C(=C2)C)[Zr+2]C2=CC=CC=3C1=CC=CC=C1CC23